2,2'-azanediyldiethanol N(CCO)CCO